5-({[4-(Aminomethyl)phenyl]methyl}amino)-1-(4-methylfuran-3-carbonyl)-3-[1-(morpholin-4-carbonyl)-3-(trifluoromethyl)piperidin-4-yl]-1H-pyrazol-4-carbonitril NCC1=CC=C(C=C1)CNC1=C(C(=NN1C(=O)C1=COC=C1C)C1C(CN(CC1)C(=O)N1CCOCC1)C(F)(F)F)C#N